1-Tert-Butyl (2-(2-((3-(9-(2,6-dioxopiperidin-3-yl)-9H-pyrido[2,3-b]indol-6-yl)prop-2-yn-1-yl)oxy)ethoxy)ethyl)carbamate O=C1NC(CCC1N1C2=C(C3=CC(=CC=C13)C#CCOCCOCCNC(OC(C)(C)C)=O)C=CC=N2)=O